(3S)-N-cyclobutyl-5-cyclohexyl-3-{[5-(2,6-dimethoxyphenyl)-1-(4-fluorophenyl)-1H-pyrazol-3-yl]formamido}pentanamide C1(CCC1)NC(C[C@H](CCC1CCCCC1)NC(=O)C1=NN(C(=C1)C1=C(C=CC=C1OC)OC)C1=CC=C(C=C1)F)=O